C(CCCCCCCC)(=O)OCCCCCC(OC(NCCCN(CCCCN(C)C)C)=O)CCCCCOC(CCCCCCCC)=O [3-(dimethylamino) propyl]-13-methyl-8-oxo-6-{5-[(1-oxononyl) oxy] pentyl}-9,13-diaza-7-oxatetradec-1-yl nonanoate